ClC1=C(C(=C(C(=O)O)C(=C1)OC1=C(C(=C(C=C1)OC(F)(F)F)F)OC([2H])([2H])[2H])OC)C(F)F 4-chloro-3-(difluoromethyl)-6-[3-fluoro-2-(trideuteriomethoxy)-4-(trifluoromethoxy)phenoxy]-2-methoxy-benzoic acid